NC1=CC(=NC=2N(C(C(=NC21)C2=CC1=CN(N=C1C=C2)C)=O)C2=CC=C(C=C2)OC)OCC(F)(F)F 8-amino-4-(4-methoxyphenyl)-2-(2-methyl-2H-indazol-5-yl)-6-(2,2,2-trifluoroethoxy)pyrido[2,3-b]pyrazin-3(4H)-one